NC1=CC(=C(OC2=CC(=NC=C2)N)C=C1)F 4-(4-amino-2-fluorophenoxy)pyridin-2-amine